OS(=O)(=O)C(F)(F)F.OS(=O)(=O)C(F)(F)F.O1C(=NC=C1)N Oxazol-2-amine bis-triflate